OCCN1CC2=C(CC1)N=C(S2)C=2C(=C(C=CC2)C2=C(C(=CC=C2)OCCCN2CC1(CC(C1)O)CC2)C)C 6-(3-((3'-(5-(2-hydroxyethyl)-4,5,6,7-tetrahydrothiazolo[5,4-c]pyridin-2-yl)-2,2'-dimethyl-[1,1'-biphenyl]-3-yl)oxy)propyl)-6-aza-spiro[3.4]octan-2-ol